3-[[(1R)-1-(3,6-Dimethyl-4-oxo-2-phenyl-chromen-8-yl)ethyl]amino]pyridine-2-carboxamide CC1=C(OC2=C(C=C(C=C2C1=O)C)[C@@H](C)NC=1C(=NC=CC1)C(=O)N)C1=CC=CC=C1